2-(3-(6-methyl-4-oxo-1,4-dihydropyrimidin-2-yl)ureido)ethyl methacrylate C(C(=C)C)(=O)OCCNC(=O)NC=1NC(=CC(N1)=O)C